8-(1-butoxyvinyl)-3,6-dimethyl-2-phenylquinazolin-4(3H)-one C(CCC)OC(=C)C=1C=C(C=C2C(N(C(=NC12)C1=CC=CC=C1)C)=O)C